[(dimethylamino)methyl]hexacos-9-enoate CN(C)COC(CCCCCCCC=CCCCCCCCCCCCCCCCC)=O